BrC1=C2C=C(C=NC2=CC(=C1)F)I 5-bromo-7-fluoro-3-iodoquinoline